(1s,2s)-1-amino-6-bromo-4,4-dimethyl-1,2,3,4-tetrahydronaphthalen-2-ol N[C@@H]1[C@H](CC(C2=CC(=CC=C12)Br)(C)C)O